Sebaconitrile C(CCCCCCCCC#N)#N